ClC1=NC=C2C(=N1)N(N=C2)C[C@H]2[C@@H](CCC2)CO |r| [rac-trans-2-[(6-chloropyrazolo[3,4-d]pyrimidin-1-yl)methyl]cyclopentyl]methanol